CN(C=1C=NC=CC1C(F)(F)F)C=1C2=C(N=CN1)CNCC2 N-methyl-N-[5h,6h,7h,8h-pyrido[3,4-d]pyrimidin-4-yl]-4-(trifluoromethyl)pyridin-3-amine